bis(3,5-dimethoxyphenyl)-3-hydroxyphenylethanedione COC=1C=C(C=C(C1)OC)C1=C(C(=C(C=C1)C(C=O)=O)C1=CC(=CC(=C1)OC)OC)O